2-(1-(4-amino-3-(3-hydroxyphenyl)-1H-pyrazolo[3,4-d]pyrimidin-1-yl)ethyl)-3-phenyl-4H-chromen-4-one NC1=C2C(=NC=N1)N(N=C2C2=CC(=CC=C2)O)C(C)C=2OC1=CC=CC=C1C(C2C2=CC=CC=C2)=O